CC1=NC=C(C=N1)C=1C=C2C(=NNC2=CC1)C(=O)[O-] 5-(2-methylpyrimidin-5-yl)indazole-3-carboxylate